N-(3-(2-(4-morpholinophenylamino)thieno[3,2-d]pyrimidin-7-yl)phenyl)acrylamide O1CCN(CC1)C1=CC=C(C=C1)NC=1N=CC2=C(N1)C(=CS2)C=2C=C(C=CC2)NC(C=C)=O